methyl 2-bromo-4-[[4-carbamoyl-1-[trans-4-cyanotetrahydro-2H-pyran-3-yl]pyrazol-3-yl]amino]-6-fluoro-benzoate BrC1=C(C(=O)OC)C(=CC(=C1)NC1=NN(C=C1C(N)=O)[C@@H]1COCC[C@H]1C#N)F